3-(6-chloropyridin-2-yl)-N-methylimidazo[1,2-a]pyrazine-6-carboxamide ClC1=CC=CC(=N1)C1=CN=C2N1C=C(N=C2)C(=O)NC